C(C)OC(CC1(CCN(CC1)C(=O)OCC)C(=O)[O-])=O ethyl 4-(2-ethoxy-2-oxo-ethyl)piperidine-1,4-dicarboxylate